FC(CN1N=NC2=C1C=C(C=C2)C=2C=CN1N=C(N=C(C12)OC)N[C@@H]1[C@@H](CN(CC1)C1COC1)F)F 5-(1-(2,2-difluoroethyl)-1H-benzo[d][1,2,3]triazol-6-yl)-N-((3R,4S)-3-fluoro-1-(oxetan-3-yl)piperidin-4-yl)-4-methoxypyrrolo[2,1-f][1,2,4]triazin-2-amine